bisbehenyl-1,16-hexadecylenedicarboxylic acid C(CCCCCCCCCCCCCCCCCCCCC)C(CCCCCCCCCCCCCCCC(=O)O)(C(=O)O)CCCCCCCCCCCCCCCCCCCCCC